C(C)(C)(C)C1=CC=C(C(=N1)O)[N+](=O)[O-] 6-(Tert-butyl)-3-nitropyridin-2-ol